((S)-3-aminopyrrolidin-1-yl)(4-((1-((R)-3-hydroxy-3-methylbutan-2-yl)-1H-[1,2,3]triazolo[4,5-h]quinazolin-8-yl)amino)phenyl)methanone N[C@@H]1CN(CC1)C(=O)C1=CC=C(C=C1)NC1=NC=2C3=C(C=CC2C=N1)N=NN3[C@H](C)C(C)(C)O